1H-INDOLE-3-CARBALDEHYDE N1C=C(C2=CC=CC=C12)C=O